4-methyl-2-(4-(4,4,5,5-tetramethyl-1,3,2-dioxaborolan-2-yl)phenyl)thiazole CC=1N=C(SC1)C1=CC=C(C=C1)B1OC(C(O1)(C)C)(C)C